(E)-3-(2-ethynylthiazol-4-yl)-2-methyl-5-((propionyloxy)imino)cyclopent-2-en-1-yl propionate C(CC)(=O)OC/1C(=C(C\C1=N/OC(CC)=O)C=1N=C(SC1)C#C)C